rel-(6S,7R)-N-ethyl-2-oxo-7-({[(cis)-4-phenylcyclohexyl]oxy}methyl)-1,8-diazaspiro[5.5]undecane-8-carboxamide C(C)NC(=O)N1[C@H]([C@]2(CCCC(N2)=O)CCC1)CO[C@@H]1CC[C@@H](CC1)C1=CC=CC=C1 |o1:6,7|